BrC=1C=CC=C2C(=NC(=NC12)N1CCOCC1)N/N=C/C1=CC(=CC=C1)C (E)-4-(8-bromo-4-(2-(3-methylbenzylidene)hydrazinyl)quinazolin-2-yl)morpholine